Tert-Butyl 3-[2-[1-(trifluoromethyl)cyclopropyl]ethoxy]pyrazole-1-carboxylate FC(C1(CC1)CCOC1=NN(C=C1)C(=O)OC(C)(C)C)(F)F